6-chloro-4-((2-methoxybenzyl)amino)nicotinonitrile ClC1=NC=C(C#N)C(=C1)NCC1=C(C=CC=C1)OC